C(C)(=O)N1C2=C(OC3(CC3)C1)C(=C(C(=C2Cl)F)C2=C(C=NN2C)I)C#N 4-acetyl-5-chloro-6-fluoro-7-(4-iodo-1-methyl-1H-pyrazol-5-yl)-3,4-dihydrospiro[benzo[b][1,4]oxazine-2,1'-cyclopropane]-8-carbonitrile